7-(4,7-diazaspiro[2.5]oct-7-yl)-2-(2,8-dimethylimidazo[1,2-b]pyridazin-6-yl)pyrido[1,2-a]pyrimidin-4-one hydrochloride Cl.C1CC12NCCN(C2)C=2C=CC=1N(C(C=C(N1)C=1C=C(C=3N(N1)C=C(N3)C)C)=O)C2